2-(2-methylquinoline-4-carbonyl)hydrazine-1-carbothioamide CC1=NC2=CC=CC=C2C(=C1)C(=O)NNC(N)=S